N-(2,3-dihydro-1H-inden-2-yl)pyridazin-3-amine C1C(CC2=CC=CC=C12)NC=1N=NC=CC1